C(=O)C=1C(CCC1)C(=O)O 2-FORMYLCYCLOPENT-2-ENECARBOXYLIC ACID